N-(2-aminoethyl)-5-[(5-fluoro-2-oxo-indol-3-ylidene)methyl]-4-methyl-1H-pyrrole-3-carboxamide NCCNC(=O)C1=CNC(=C1C)C=C1C(NC2=CC=C(C=C12)F)=O